C1(CC1)C1=C(C=CC=C1)N1C(CCC1)CN1CC2(CN(C2)C(=O)OC(C)(C)C)C1 tert-butyl 6-((1-(2-cyclopropylphenyl)pyrrolidin-2-yl)methyl)-2,6-diazaspiro[3.3]heptane-2-carboxylate